IC1=CC2=C(NS3(C2CCC3)=O)C=C1 8-iodo-1,2,3,9b-tetrahydrobenzo[c]thieno[2,1-e]isothiazole-4-oxide